5-amino-2-(4-ethylbenzyl)-2H-tetrazole NC=1N=NN(N1)CC1=CC=C(C=C1)CC